OCCCC(C(=O)OCC)CC(C)([N+](=O)[O-])C ethyl 2-(3-hydroxypropyl)-4-methyl-4-nitro-valerate